N-(3-(5-(methoxymethyl)pyridin-2-yl)bicyclo[1.1.1]pentan-1-yl)-2-(pyridin-2-yl)cyclopropane-1-carboxamide COCC=1C=CC(=NC1)C12CC(C1)(C2)NC(=O)C2C(C2)C2=NC=CC=C2